O[C@H]1[C@@]2(C[C@@H]2[C@H]([C@H]1O)N1C2=NC(=NC(=C2N=C1)NC)C#CC=1SC=CN1)C(=O)NC (1S,2S,3R,4R,5S)-2,3-dihydroxy-N-methyl-4-(6-(methylamino)-2-(thiazol-2-ylethynyl)-9H-purin-9-yl)bicyclo[3.1.0]hexane-1-carboxamide